3,5-Dimethyl-4-butylphenol CC=1C=C(C=C(C1CCCC)C)O